5-{3-[4-(4-chlorobenzyloxy)phenylthio]furan-2-yl}imidazolidine-2,4-dione ClC1=CC=C(COC2=CC=C(C=C2)SC2=C(OC=C2)C2C(NC(N2)=O)=O)C=C1